Cl.C(C)OC(CNC)=O N-methyl-glycine ethyl ester hydrochloride salt